OC=1C2=C(N(C(CC1C(=O)OC)=O)CC=1C=CC=C3C=CC=NC13)C=CC=C2 Methyl 5-hydroxy-2-oxo-1-(quinolin-8-ylmethyl)-2,3-dihydro-1H-benzo[b]azepine-4-carboxylate